tert-butyl-4-[1-[4-(4,4,5,5-tetramethyl-1,3,2-dioxaborolan-2-yl)-3,6-dihydro-2H-pyridin-1-yl]ethyl]piperidine-1-carboxylate C(C)(C)(C)OC(=O)N1CCC(CC1)C(C)N1CCC(=CC1)B1OC(C(O1)(C)C)(C)C